(1r,3r)-3-(2-(6-Chloro-4-(((cyclopropylmethyl)amino)methyl)pyridin-2-yl)-3-oxoisoindolin-5-yl)-3-((4-methyl-4H-1,2,4-triazol-3-yl)methyl)cyclobutane-1-carbonitrile ClC1=CC(=CC(=N1)N1CC2=CC=C(C=C2C1=O)C1(CC(C1)C#N)CC1=NN=CN1C)CNCC1CC1